10-(3-((tert-butyldimethylsilyl)oxy)propoxy)-7,8-dichloro-6-((2-(trimethylsilyl)ethoxy)methyl)-3,4,5,6-tetrahydroazepino[4,5-b]indol-2(1H)-one [Si](C)(C)(C(C)(C)C)OCCCOC=1C=2C3=C(N(C2C(=C(C1)Cl)Cl)COCC[Si](C)(C)C)CCNC(C3)=O